N[C@H](C(=O)N(C)C)C (S)-2-amino-N,N-dimethylpropionamide